(4E)-11,11-dimethoxy-4-undecenyltrimethylphosphonium bromide [Br-].COC(CCCCC/C=C/CCC[P+](C)(C)C)OC